ClC=1C(=C(C=CC1)NC(C1=CC(=CC=C1)B(O)O)=O)C N-(3-CHLORO-2-METHYLPHENYL)3-BORONOBENZAMIDE